6-(Benzyloxy)-4-chloropyridin-3-amine C(C1=CC=CC=C1)OC1=CC(=C(C=N1)N)Cl